COC1=CC=C2C=CC=C(C2=C1)CCN(C(C)=O)CCC1=CC=CC2=CC=C(C=C12)OC N,N-bis[2-(7-methoxy-1-naphthyl)ethyl]-acetamide